3-fluoro-2-methoxybenzoic acid FC=1C(=C(C(=O)O)C=CC1)OC